tridecyl-ethylene C(CCCCCCCCCCCC)C=C